C(#C)C=1SC=C(N1)NC(N(C)[C@@H](CO)C1=CC=C(C=N1)C1=NC(=CC=C1)N1CCCC1)=O (R)-3-(2-Ethynylthiazol-4-yl)-1-(2-hydroxy-1-(6-(pyrrolidin-1-yl)-[2,3'-bipyridin]-6'-yl)ethyl)-1-methylurea